bis(tri-tert-butylphosphine) palladium [Pd].C(C)(C)(C)P(C(C)(C)C)C(C)(C)C.C(C)(C)(C)P(C(C)(C)C)C(C)(C)C